[6-(3-cyclopropyl-1,2,4-triazol-1-yl)-2-azaspiro[3.3]heptan-2-yl]-[6-[[6-(trifluoromethyl)pyrazolo[1,5-a]pyrimidin-3-yl]methyl]-2-azaspiro[3.3]heptan-2-yl]methanone C1(CC1)C1=NN(C=N1)C1CC2(CN(C2)C(=O)N2CC3(C2)CC(C3)CC=3C=NN2C3N=CC(=C2)C(F)(F)F)C1